FC1=C(C=CC=C1)C1(C(NNC=C1)=O)C(=O)N 4-(fluorophenyl)-3-oxo-2,3-dihydropyridazine-4-carboxamide